(S)-(3-(dimethylamino)pyrrolidin-1-yl)(4-(tetrahydro-2H-pyran-4-yl)-3,4-dihydroquinoxalin-1(2H)-yl)methanone CN([C@@H]1CN(CC1)C(=O)N1CCN(C2=CC=CC=C12)C1CCOCC1)C